NC1=C2C(=NC=N1)N(N=C2C#CC2=CC1=C(N(C=N1)C1CC1)C=C2F)[C@H]2C[C@@H](N(C2)C(C=C)=O)CF 1-((2R,4S)-4-(4-Amino-3-((1-cyclopropyl-6-fluoro-1H-benzo[d]imidazol-5-yl)ethynyl)-1H-pyrazolo[3,4-d]pyrimidin-1-yl)-2-(fluoromethyl)pyrrolidin-1-yl)prop-2-en-1-one